COC(=O)C1=CC=C(C=2OCOC21)C2=C(C(=CC=C2)C#N)C 7-(3-Cyano-2-methylphenyl)benzo[d][1,3]dioxolane-4-carboxylic acid methyl ester